O1CC(C1)C=1C=C(C=CC1)NC1=NN=C(C2=CC=CC=C12)CC1=CC=NC=C1 N-(3-(oxetan-3-yl)phenyl)-4-(pyridin-4-ylmethyl)phthalazin-1-amine